N-(3-chlorophenyl)-N-((5-(5-(difluoromethyl)-1,3,4-oxadiazol-2-yl)isoxazol-3-yl)methyl)ethanesulfonamide ClC=1C=C(C=CC1)N(S(=O)(=O)CC)CC1=NOC(=C1)C=1OC(=NN1)C(F)F